5-amino-1-cyclopentyl-3-[4-[[(2-methoxybenzoyl)amino]methyl]-3-methyl-phenyl]pyrazole-4-carboxamide NC1=C(C(=NN1C1CCCC1)C1=CC(=C(C=C1)CNC(C1=C(C=CC=C1)OC)=O)C)C(=O)N